2,3-diaza-bicyclo[2.2.1]hept-5-ene-2,3-dicarboxylic acid diethyl ester C(C)OC(=O)N1C2C=CC(N1C(=O)OCC)C2